C(C)(=O)OCCCC=C Pent-4-en-1-yl acetate